1-(2-chloro-4-(4-chlorophenoxy)phenyl)-ethane-1-one ClC1=C(C=CC(=C1)OC1=CC=C(C=C1)Cl)C(C)=O